[5-[3-chloro-6-fluoro-2-[2-(p-tolyl) ethyl] phenyl]-1,3-dimethyl-6-oxo-pyridazin-4-yl] benzoate C(C1=CC=CC=C1)(=O)OC=1C(=NN(C(C1C1=C(C(=CC=C1F)Cl)CCC1=CC=C(C=C1)C)=O)C)C